ClC1=C(C(=O)NCC#C)C=C(C(=C1OCC1=CC=C(C=C1)OC)OCC1=CC=C(C=C1)OC)Cl 2,5-dichloro-3,4-bis((4-methoxybenzyl)oxy)-N-(prop-2-yn-1-yl)benzamide